C(CC1=CC=CC=C1)NC(=O)C1=CN=C(S1)C1=C(C=CC=C1)OC1CCNCC1 N-Phenethyl-2-(2-(piperidin-4-yloxy)phenyl)thiazole-5-carboxamide